piperidino-undecane-5,7-dione N1(CCCCC1)CCCCC(CC(CCCC)=O)=O